FC1(CCC2=C1N=C(N=C2C2=CC=C1C(=C2)COC[C@]12NC(OC2)=O)N2[C@H]([C@@H](C2)O)C)F (R)-7-(7,7-difluoro-2-((2S,3R)-3-hydroxy-2-methylazetidin-1-yl)-6,7-dihydro-5H-cyclopenta[d]pyrimidin-4-yl)spiro[isochromane-4,4'-oxazolidin]-2'-one